Ethyl 7-(1,1-difluoroethyl)imidazo[1,2-a]pyridine-3-carboxylate FC(C)(F)C1=CC=2N(C=C1)C(=CN2)C(=O)OCC